1,3-dimethylbarbituric acid boron fluoride B(F)(F)F.CN1C(=O)N(C(=O)CC1=O)C